ClC1=C(C=C2CCN(C2=C1)C1=NC=NC2=CC=C(C=C12)C=1C=C2C(=NC1)NC(C21CC1)=O)F 5-[4-(6-chloro-5-fluoro-indolin-1-yl)quinazolin-6-yl]spiro[1H-pyrrolo[2,3-b]pyridine-3,1'-cyclopropane]-2-one